N-((1,2,3,5,6,7-Hexahydro-s-indacen-4-yl)carbamoyl)-2-methoxypyridine-3-sulfonamide, Potassium Salt [K].C1CCC2=C(C=3CCCC3C=C12)NC(=O)NS(=O)(=O)C=1C(=NC=CC1)OC